1,6-hexanediol di(methacrylate) C(C(=C)C)(=O)OCCCCCCOC(C(=C)C)=O